C(C)(C)(C)OC(=O)NCCCC[C@@H](C(=O)OC)NC(CNC(=O)N1C=CC2=C1N=CN=C2N(C)[C@H]2CN(CC[C@H]2C)C(CC#N)=O)=O methyl (2S)-6-(tert-butoxycarbonylamino)-2-[[2-[[4-[[(3R,4R)-1-(2-cyanoacetyl)-4-methyl-3-piperidyl]-methyl-amino]pyrrolo[2,3-d]pyrimidine-7-carbonyl]amino]acetyl]amino]hexanoate